C(C1=CC=CC=C1)(=O)N1CC2=C(NC=3C=CC(=CC23)C2=C(C#N)C=CC=C2)CC1 2-(2-benzoyl-2,3,4,5-tetrahydro-1H-pyrido[4,3-b]indol-8-yl)benzonitrile